1-[4-bromo-3-(methoxymethoxy)phenyl]-4-methyl-triazole BrC1=C(C=C(C=C1)N1N=NC(=C1)C)OCOC